C1(=CC=CC=C1)C1=NC(=NO1)C1=CC=CC=C1 5,3-diphenyl-1,2,4-oxadiazole